Ethyl 3-hydroxy-4-methoxy-2-nitrobutanoate OC(C(C(=O)OCC)[N+](=O)[O-])COC